OC1=CC2=C(NC(O2)=O)C=C1C=1N=NC(=CC1)N(C1CC(NC(C1)(C)C)(C)C)C 6-hydroxy-5-(6-(methyl(2,2,6,6-tetramethylpiperidin-4-yl)amino)pyridazin-3-yl)benzo[d]oxazol-2(3H)-one